2-((1,6-Dimethyl-1,3-dihydroisobenzofuran-5-yl)ethynyl)-N-(4,5-dimethylisoxazol-3-yl)-N-(methoxymethyl)pyridine-3-sulfonamide CC1OCC2=CC(=C(C=C12)C)C#CC1=NC=CC=C1S(=O)(=O)N(COC)C1=NOC(=C1C)C